Tert-butyl 3-(4-{2-[(2,2-difluoroethyl)(isopropyl)carbamoyl]-4-fluorophenyl}-1-methyl-1H-indazol-6-yl)pyrrolidine-1-carboxylate FC(CN(C(=O)C1=C(C=CC(=C1)F)C1=C2C=NN(C2=CC(=C1)C1CN(CC1)C(=O)OC(C)(C)C)C)C(C)C)F